FC(COC(C(=O)Cl)=O)(F)F.C1(CC1)N(C(C(=O)OCC(F)(F)F)=O)CC1=CC=C(C=C1)C(F)(F)F 2,2,2-Trifluoroethyl 2-[cyclopropyl-[[4-(trifluoromethyl)phenyl]methyl]amino]-2-oxo-acetate 2,2,2-Trifluoroethyl-2-chloro-2-oxo-acetate